[1-(3-{5-[(R)-(1,3-Dimethyl-azetidin-3-yl)-hydroxy-(4-isopropyl-phenyl)-methyl]-pyridin-3-yl}-[1,2,4]oxadiazol-5-ylmethyl)-cyclopropyl]-carbamic acid tert-butyl ester C(C)(C)(C)OC(NC1(CC1)CC1=NC(=NO1)C=1C=NC=C(C1)[C@](C1=CC=C(C=C1)C(C)C)(O)C1(CN(C1)C)C)=O